1,2-dioleylsulfanyl-3-dimethylaminopropane C(CCCCCCC\C=C/CCCCCCCC)SCC(CN(C)C)SCCCCCCCC\C=C/CCCCCCCC